3-(3-(6-(1-methyl-1H-pyrazol-4-yl)pyrrolo[1,2-b]pyridazin-4-yl)-3,8-diazabicyclo[3.2.1]octan-8-yl)cyclobutane-1-carbonitrile CN1N=CC(=C1)C=1C=C2N(N=CC=C2N2CC3CCC(C2)N3C3CC(C3)C#N)C1